C1(=C(CCCC1)C(=O)[O-])C(=O)[O-] 1-cyclohexene-1,2-dicarboxylate